C1(=CC=C(C=C1)CN1CCNCCCNCCNCCC1)CN1CCNCCCNCCNCCC1 1,1'-(1,4-phenylenebismethylene)bis(1,4,8,11-tetraazacyclotetradecane)